Cl.ClC1=CC=C(C=C1)C1(COC2=C(O1)C=CC=C2C2CCNCC2)C 4-(2-(4-chlorophenyl)-2-methyl-2,3-dihydrobenzo[b][1,4]dioxin-5-yl)piperidine hydrochloride